CC1=CC=C(C=C1)CNC2=CC=CC=C2C(=O)O The molecule is an aminobenzoic acid that is anthranilic acid in which one of the hydrogens of the amino group is replaced by a 4-methylbenzyl group. Isolated from Onosma hispida, it exhibits inhibitory activity against lipoxygenase. It has a role as a lipoxygenase inhibitor and a plant metabolite. It is an aminobenzoic acid and a secondary amino compound. It derives from an anthranilic acid.